C(C1=CC=CC=C1)N1CCC(CC1)[C@H](CNC(=O)C1CCN(CC1)C1=CC(=C(C=C1)F)C#N)O N-[(2R)-2-(1-benzylpiperidin-4-yl)-2-hydroxyethyl]-1-(3-cyano-4-fluorophenyl)piperidine-4-carboxamide